dimethylbis(tetrahydroinden-1-yl)silane eicosanyl-3-iodovalerate C(CCCCCCCCCCCCCCCCCCC)OC(CC(CC)I)=O.C[Si](C1CCC2CC=CC=C12)(C1CCC2CC=CC=C12)C